ClC1=C2C(=NC=C1OC=1C=NN3C1C=NC(=C3)NC)N=C(N2C)NC=2C(N(C=C(C2)C(F)(F)F)[C@H]2COCC2)=O (R)-3-((7-chloro-1-methyl-6-((6-(methylamino)pyrazolo[1,5-a]pyrazin-3-yl)oxy)-1H-imidazo[4,5-b]pyridin-2-yl)amino)-1-(tetrahydrofuran-3-yl)-5-(trifluoromethyl)pyridin-2(1H)-one